C1NCC12CC(C2)NC(=O)C2=NC=CN=C2 N-(2-azaspiro[3.3]hept-6-yl)pyrazine-2-carboxamide